C1(CC1)C1=CC=C(C(=C1C#N)N1CCC(CC1)C1=NN=CN1C)C=1C=NC(=CC1)F 6-cyclopropyl-3-(6-fluoropyridin-3-yl)-2-(4-(4-methyl-4H-1,2,4-triazol-3-yl)piperidin-1-yl)benzonitrile